6-(4-nitro-1,2,5-oxadiazol-3-yl)-1,3,5-triazine-2,4-diamine-3-oxide [N+](=O)([O-])C=1C(=NON1)C1=NC(=[N+](C(=N1)N)[O-])N